[2H]C1=NC=2C(=C(C(=CC2C2=C1N(C(N2C(C)C)=O)C)C=2C=NC(=CC2)OCCCN2CCCCC2)F)[2H] 4,6-dideuterio-7-fluoro-1-isopropyl-3-methyl-8-[6-[3-(1-piperidinyl)propoxy]-3-pyridinyl]imidazo[4,5-c]quinolin-2-one